ClC1=C(C(=O)N2CCN(CC2)CC(=O)N2CCCC23C(NC2=CC=CC=C2C3)=O)C=CC=C1 1-(2-(4-(2-chlorobenzoyl)piperazin-1-yl)acetyl)-1',4'-dihydro-2'H-spiro[pyrrolidine-2,3'-quinoline]-2'-one